T-butyltris(diacetylamino)tin C(C)(C)(C)[Sn](N(C(C)=O)C(C)=O)(N(C(C)=O)C(C)=O)N(C(C)=O)C(C)=O